C(#N)C1=CC2=C([C@@H](CO2)NC(OC(C)(C)C)=O)C=C1 tert-butyl N-[(3S)-6-cyano-2,3-dihydro-1-benzofuran-3-yl]carbamate